2-(1-(Ethylsulfonyl)-3-(4-(7-(2-(4-isobutylphenyl)propanoyl)-7H-pyrrolo[2,3-d]pyrimidin-4-yl)-1H-pyrazol-1-yl)azetidin-3-yl)acetonitrile C(C)S(=O)(=O)N1CC(C1)(N1N=CC(=C1)C=1C2=C(N=CN1)N(C=C2)C(C(C)C2=CC=C(C=C2)CC(C)C)=O)CC#N